COC=1C=NC(=NC1)NC1=NC=C(C=C1)C1CCN(CC1)C 5-methoxy-N-(5-(1-methylpiperidin-4-yl)pyridin-2-yl)pyrimidin-2-amine